[N+](=O)([O-])C=1C=C(C=CC1[N+](=O)[O-])N1CCN(CC1)C 1-(3,4-dinitrophenyl)-4-methylpiperazine